N-(1-amino-3-((tert-butyldimethylsilyl)oxy)-2-methyl-1-oxopropan-2-yl)-5-(3,3-difluorocyclohexyl)-2-methylbenzofuran-3-carboxamide NC(C(CO[Si](C)(C)C(C)(C)C)(C)NC(=O)C1=C(OC2=C1C=C(C=C2)C2CC(CCC2)(F)F)C)=O